C(#N)C(C)(C)NC(=O)C1=NC=CC(=C1)NC(CC1=CC=C2C=NNC2=C1)=O N-(1-cyano-1-methyl-ethyl)-4-[[2-(1H-indazol-6-yl)acetyl]amino]pyridine-2-carboxamide